3-fluoro-4-((2s,4s)-2-(hydroxymethyl)-6,9-dioxo-5-(4-(trifluoromethyl)benzyl)-5,8-diazaspiro[3.5]nonan-8-yl)benzonitrile FC=1C=C(C#N)C=CC1N1CC(N(C2(CC(C2)CO)C1=O)CC1=CC=C(C=C1)C(F)(F)F)=O